3-[4-({6,7-dimethoxy-1H,2H,3H-cyclopenta[b]quinolin-9-yl}amino)piperidin-1-yl]propanenitrile COC=1C(=CC=2C(=C3C(=NC2C1)CCC3)NC3CCN(CC3)CCC#N)OC